tert-butyl 8-(3-amino-1H-pyrazol-1-yl)octanoate NC1=NN(C=C1)CCCCCCCC(=O)OC(C)(C)C